C1(=CC=C(C=C1)NC=1NCCN1)C N-(p-tolyl)-4,5-dihydro-1H-imidazol-2-amine